B(C1=CN=C(C=N1)N(C)CC)(O)O 5-(N,N-METHYLETHYLAMINO)PYRAZINE-2-BORONIC ACID